ClC1=CC=CC=C1C1=NC=CC(=C1C(F)(F)F)NN1C(C(=C(C1=O)C)C)=O 1-{[6-chloro-2-phenyl-3-(trifluoromethyl)(4-pyridyl)]amino}-3,4-dimethylazoline-2,5-dione